CCC(CCCC)OC(=O)CC(CC(=O)OCCCCC)(C(=O)OCCCCC)C(C)=O 2-acetyl-propane-1,2,3-tricarboxylic acid 1,2-dipentyl 3-heptyl ester